Cl.BrC1=C(C=C(C=C1)C(F)(F)F)[C@@H](C)N |r| (±)-1-(2-bromo-5-(trifluoromethyl)phenyl)ethan-1-amine hydrochloride